fluoro-3-phenoxy-benzoic acid methyl ester COC(C1=C(C(=CC=C1)OC1=CC=CC=C1)F)=O